(7-{[2-(4-Chlorophenyl)imidazopyridin-3-yl]methyl}-3-oxa-7,9-diazabicyclo[3.3.1]non-9-yl)[6-(cyclobutyloxy)pyridin-2-yl]methanone ClC1=CC=C(C=C1)C=1N(C2=C(C=CC=N2)N1)CN1CC2COCC(C1)N2C(=O)C2=NC(=CC=C2)OC2CCC2